(S)-1-((R)-6,9-dihydro-7H-[1,3]dioxolo[4,5-H]isochromen-9-yl)ethan-1-amine O1COC=2C=CC=3CCO[C@H](C3C21)[C@H](C)N